BrC1=C(C=CC=C1F)NC1=C(NC2=C1C(NCC2)=O)C2=C(C=NC=C2)OCCOC 3-[(2-bromo-3-fluorophenyl)amino]-2-[3-(2-methoxyethoxy)pyridin-4-yl]-1,5,6,7-tetrahydro-4H-pyrrolo[3,2-c]pyridin-4-one